N1-(methyl-d3)-4-(6-morpholino-[1,2,4]triazolo[1,5-a]pyridin-2-yl)-2,7-naphthyridine-1,6-diamine C(NC1=NC=C(C2=CC(=NC=C12)N)C1=NN2C(C=CC(=C2)N2CCOCC2)=N1)([2H])([2H])[2H]